ClCC=1C=C2C=C(C(OC2=CC1)=O)C(=O)OC1=CC=C(C=C1)CCNC(=NC(=O)OC(C)(C)C)NC(=O)OC(C)(C)C 4-(2-(2,3-Bis(tert-butoxycarbonyl)guanidino)ethyl)phenyl 6-(chloromethyl)-2-oxo-2H-chromene-3-carboxylate